2,2-bis(2-hydroxyethoxy)-6,6-diphenyl-binaphthyl OCCOC1(C(=C2C=CC(C=C2C=C1)(C1=CC=CC=C1)C1=CC=CC=C1)C1=CC=CC2=CC=CC=C12)OCCO